ClC1=C(C(=CC=C1Cl)O)[C@H]1CC(N(C1)C=1C=NN(C1)CP(=O)(C)C)=S |r| rac-4-(2,3-dichloro-6-hydroxyphenyl)-1-(1-((dimethylphosphoryl)methyl)-1H-pyrazole-4-yl)pyrrolidine-2-thione